CCCN 1-methyl-2-ethyl-amine